9,10-bis(tert-butoxycarbonylnonadecyloxy)anthracene C(C)(C)(C)OC(=O)CCCCCCCCCCCCCCCCCCCOC=1C2=CC=CC=C2C(=C2C=CC=CC12)OCCCCCCCCCCCCCCCCCCCC(=O)OC(C)(C)C